NC1C(CCCC1)=O 2-AMINO-CYCLOHEXAN-1-ONE